ClC1=CC=C(C=C1)NC(=O)NCCCCC 1-(4-chlorophenyl)-3-pentylurea